FC1(CCN(CC1)C1=C(C=C(C=N1)C1=CC(=NN1)C(=O)OCC)F)F ethyl 5-[6-(4,4-difluoropiperidin-1-yl)-5-fluoropyridin-3-yl]-1H-pyrazole-3-carboxylate